2-{3-[4-(7H-pyrrolo[2,3-d]pyrimidin-4-yl)-1H-pyrazol-1-yl]-1-(ethylsulfonyl)azetidin-2-yl}acetonitrile N1=CN=C(C2=C1NC=C2)C=2C=NN(C2)C2C(N(C2)S(=O)(=O)CC)CC#N